[O-]S(=O)(=O)C(F)(F)F.C(CCCCCCCCC)[N+]1(CCCC1)CCCC 1-decyl-1-butylpyrrolidinium triflate